(R)-N1-(4-amino-1H-pyrazolo[4,3-c]pyridin-7-yl)-N2-(2-methylbenzyl)-N2-(2-methylbutyl)oxalamide NC1=NC=C(C2=C1C=NN2)NC(C(=O)N(C[C@@H](CC)C)CC2=C(C=CC=C2)C)=O